mercaptoterephthalic acid SC1=C(C(=O)O)C=CC(=C1)C(=O)O